CC1(CC1)C=1SC2=C(N1)C(CC1(CCNCC1)C2)=O 2-(1-methylcyclopropyl)-5H-spiro[benzo[d]thiazol-6,4'-piperidin]-4(7H)-one